FC1=CC=CC(=N1)C=1C=NN(C(C1)=O)CC=1N(C2=C(N1)SC(=C2)C(=O)[O-])CC=2OCC2 (S)-2-((4-(6-fluoropyridin-2-yl)6-oxopyridazin-1(6H)-yl)methyl)-1-(oxetine-2-ylmethyl)-1H-thieno[2,3-d]imidazole-5-carboxylate